(4-(3-hydroxyoxetan-3-yl)phenyl)(5-(4-(trifluoromethyl)phenoxy)hexahydrocyclopenta[c]pyrrol-2(1H)-yl)methanone OC1(COC1)C1=CC=C(C=C1)C(=O)N1CC2C(C1)CC(C2)OC2=CC=C(C=C2)C(F)(F)F